O=S1(CCC2=C1C(=CC=C2)N(C(=O)C=2C=NC=CC2)CC2=CC(=C(C(=C2)[N+](=O)[O-])C=C)F)=O N-(1,1-dioxo-2,3-dihydro-1λ6-benzothiophen-7-yl)-N-[(4-ethenyl-3-fluoro-5-nitro-phenyl)methyl]pyridine-3-carboxamide